Cl.O[C@H](CN1C(C2=CC=C(C=C2C(C1)(C)C)C(=O)N1CCC2(CCN2)CC1)=O)[C@@H]1NCC2=CC=CC=C2C1 2-((R)-2-hydroxy-2-((R)-1,2,3,4-tetrahydroisoquinolin-3-yl)ethyl)-4,4-dimethyl-6-(1,7-diazaspiro[3.5]nonane-7-carbonyl)-3,4-dihydroisoquinolin-1(2H)-one hydrochloride